ClC1=CC(=NC=N1)C=1C=NN2C1N=C(C=C2)C(F)F 3-(6-Chloropyrimidin-4-yl)-5-(difluoromethyl)pyrazolo[1,5-a]pyrimidine